3,5-diisopropylanthranilic acid C(C)(C)C1=C(C(C(=O)O)=CC(=C1)C(C)C)N